2-chloro-2-(3,4-difluorophenyl)-N,N-dimethylethan-1-amine ClC(CN(C)C)C1=CC(=C(C=C1)F)F